O1N=CCC1 4,5-dihydro-1,2-oxazole